N-(5-fluoro-6-(4-(1-hydroxycyclopentyl)-1H-imidazol-1-yl)pyridin-3-yl)-2-(5-methyl-3-(trifluoromethyl)-1H-pyrazol-1-yl)acetamide FC=1C=C(C=NC1N1C=NC(=C1)C1(CCCC1)O)NC(CN1N=C(C=C1C)C(F)(F)F)=O